Cl.FC=1C=C(C=NC1OC(C)C)CN (5-Fluoro-6-isopropoxypyridin-3-yl)methanamine hydrochloride